BrC=1C=NN2C1C=CC(=C2)OCC 3-bromo-6-ethoxypyrazolo[1,5-a]pyridine